1,3-dimethyl-3-(t-butylperoxy)butanol methyl-(6-((S)-1,2-dihydroxyethyl)pyridin-3-yl)carbamate CN(C(=O)OC(CC(C)(OOC(C)(C)C)C)C)C=1C=NC(=CC1)[C@@H](CO)O